ClC=1C(=NC=C(C1)Cl)CNC(=O)[C@]1(C=2C=CC=NC2[C@@](CC1)(CO)O)F (5S,8S)-N-((3,5-Dichloropyridin-2-yl)methyl)-5-fluoro-8-hydroxy-8-(hydroxymethyl)-5,6,7,8-tetrahydrochinolin-5-carboxamid